ClC1=C(C(=O)C2=CNC3=C2C2=C(NC([C@](N2)(C)COC)=O)C=N3)C=CC(=C1)OC1=CC(=NC(=C1)C)Cl (S)-9-(2-chloro-4-((2-chloro-6-methylpyridin-4-yl)oxy)benzoyl)-2-(methoxymethyl)-2-methyl-1,2,4,7-tetrahydro-3H-pyrrolo[3',2':5,6]pyrido[3,4-b]pyrazin-3-one